5-methyl-4-(1-((2-nitrophenyl)sulfonyl)indol-5-yl)thiazol-2-amine CC1=C(N=C(S1)N)C=1C=C2C=CN(C2=CC1)S(=O)(=O)C1=C(C=CC=C1)[N+](=O)[O-]